CCCCC(CCCCCC(CCCCCC(CCCCC)=O)=O)=O docosane-5,11,17-trione